Cl.CC1=C(C(=CC=C1)C)C1=C(C=CC(=N1)NS(=O)(=O)C1=NC(=CC=C1)N1C[C@@H](NCC1)CO)C(F)(F)F (R)-N-(6-(2,6-dimethylphenyl)-5-(trifluoromethyl)pyridin-2-yl)-6-(3-(hydroxymethyl)piperazin-1-yl)pyridine-2-sulfonamide hydrochloride